O=S1(CCC1)=NC1=CC(=NC=N1)N1N=CN=C1[C@H](C)NC(C1=CC(=CC(=C1)C(F)(F)F)C(F)(F)F)=O (S)-N-(1-(1-(6-((1-oxido-λ6-thietan-1-ylidene)amino)pyrimidin-4-yl)-1H-1,2,4-triazol-5-yl)ethyl)-3,5-bis(trifluoromethyl)benzamide